4-Acetyl-2,7-naphthyridin-1(2H)-one C(C)(=O)C1=CNC(C2=CN=CC=C12)=O